(P)-3-Chloro-4-((3,5-difluoropyridin-2-yl)methoxy)-N-methoxy-N,5',6-trimethyl-2-oxo-2H-[1,4'-bipyridine]-2'-carboxamide ClC=1C(N(C(=CC1OCC1=NC=C(C=C1F)F)C)C1=CC(=NC=C1C)C(=O)N(C)OC)=O